C(C)(C)(C)N(C(O)=O)C[C@@H]1CN(CC1)CC1=C(C=C(C(=C1)F)F)OCC.BrC1=CC=C(C=C1)C1=CC=C(C=C1)C=1OC2=C(C1)C=CC=C2 2-(4'-bromobiphenyl-4-yl)benzofuran tert-butyl-(S)-((1-(2-ethoxy-4,5-difluorobenzyl)pyrrolidin-3-yl)methyl)carbamate